6-Chloro-4-(4-(3-methoxyphenoxy)piperidin-1-yl)-1-methyl-2-oxo-1,2-dihydro-1,5-naphthyridin-3-carbonitril ClC=1N=C2C(=C(C(N(C2=CC1)C)=O)C#N)N1CCC(CC1)OC1=CC(=CC=C1)OC